2-(cis-3-((trifluoromethoxy)methyl)cyclobutoxy)acetic acid FC(OC[C@H]1C[C@H](C1)OCC(=O)O)(F)F